OCC=1C=C2[C@H](C3(CCNCC3)CC2=CC1)N[S@](=O)C(C)(C)C (R)-N-((S)-5-(hydroxymethyl)-1,3-dihydrospiro[indene-2,4'-piperidin]-3-yl)-2-methylpropane-2-sulfinamide